C(CCCCCCCCCCCCCCCCCCCCCCCCCCCCCC)(=O)OCCCCCCCCCCCCCCCCCCCCCCCCCCCC montanyl hentriacontanoate